CN(C1CC2(CN(C2)C(=O)C=2C=NC=CC2)C1)C=1C2=C(N=CN1)NC=C2 (6-(Methyl(7H-pyrrolo[2,3-d]pyrimidin-4-yl)amino)-2-azaspiro[3.3]heptan-2-yl)(pyridin-3-yl)methanon